(S)-tert-butyl 10-((2-(1-(3-ethoxy-4-methoxyphenyl)-2-(methylsulfonyl)ethyl)-1,3-dioxoisoindolin-4-yl)amino)-10-oxodecanoate C(C)OC=1C=C(C=CC1OC)[C@@H](CS(=O)(=O)C)N1C(C2=CC=CC(=C2C1=O)NC(CCCCCCCCC(=O)OC(C)(C)C)=O)=O